N=[N-].[Ni+2].N=[N-] nickel iminoamide